BrC1=C(C(=CC(=C1)Br)Br)O 2,4,6-Tribromophenol